[Si](C)(C)(C(C)(C)C)OCCC[C@H](CCC=C)S(=O)(=O)N(CC1=CC=C(C=C1)OC)CC1=CC=C(C=C1)OC (S)-1-((TERT-BUTYLDIMETHYLSILYL)OXY)-N,N-BIS(4-METHOXYBENZYL)OCT-7-ENE-4-SULFONAMIDE